3-((4-(2-chloro-4-fluorophenyl)-2-oxo-2H-pyrano[2,3-b]pyridin-7-yl)(methyl)amino)propanamide ClC1=C(C=CC(=C1)F)C1=CC(OC2=NC(=CC=C21)N(CCC(=O)N)C)=O